O=S.[Cu] copper oxysulfide